BrC1=NN2C(N=CC(=C2)CN2CCCC2)=C1 Bromo-6-(pyrrolidin-1-ylmethyl)pyrazolo[1,5-a]pyrimidine